4-(4-(3-fluoro-5-(morpholinomethyl)phenoxy)-1H-pyrrolo[2,3-b]pyridin-3-yl)pyrimidin-2-amine FC=1C=C(OC2=C3C(=NC=C2)NC=C3C3=NC(=NC=C3)N)C=C(C1)CN1CCOCC1